N-(2-hydroxyethyl)-N-methyl-5,6,7,8-tetrahydro-4H-pyrazolo[1,5-a][1,4]diazepine-2-carboxamide OCCN(C(=O)C1=NN2C(CNCCC2)=C1)C